C(#N)CC(=O)NC(=O)OCC N-(2-cyanoacetyl)urethane